2-(3-bromophenyl)-8-methoxy-2,7,7-trimethyl-8-oxooctanoic acid BrC=1C=C(C=CC1)C(C(=O)O)(CCCCC(C(=O)OC)(C)C)C